C(CCCC=C)[C@@H](N)C(=O)O (R)-2-(5-hexenyl)glycine